(E)-1-(4-((3-chlorophenyl)sulfonyl)piperazin-1-yl)-3-(4-hydroxy-3-methoxyphenyl)prop-2-en-1-one ClC=1C=C(C=CC1)S(=O)(=O)N1CCN(CC1)C(\C=C\C1=CC(=C(C=C1)O)OC)=O